Heptadecan-9-yl 8-((8-((3-hexylnonyl)oxy)-8-oxooctyl)(3-((2-(methylamino)-3,4-dioxocyclobut-1-en-1-yl)amino)propyl)amino)octanoate Ethyl-3-hexylnon-2-enoate C(C)OC(C=C(CCCCCC)CCCCCC)=O.C(CCCCC)C(CCOC(CCCCCCCN(CCCCCCCC(=O)OC(CCCCCCCC)CCCCCCCC)CCCNC1=C(C(C1=O)=O)NC)=O)CCCCCC